6-methoxy-4-((2-methyl-4-phenoxyphenyl)amino)quinazolin-7-ol COC=1C=C2C(=NC=NC2=CC1O)NC1=C(C=C(C=C1)OC1=CC=CC=C1)C